6-(6-(4,4-difluoropiperidine-1-carbonyl)naphthalen-1-yl)isoquinolin-3(2H)-one FC1(CCN(CC1)C(=O)C=1C=C2C=CC=C(C2=CC1)C1=CC2=CC(NC=C2C=C1)=O)F